N1C=CC=2C1=NC=C(C2)OC2=C(C(=O)NS(=O)(=O)C1=CC(=CC=C1)[N+](=O)[O-])C=CC(=C2)N2CCN(CC2)C2CCCC1=CC=CC=C21 2-((1H-pyrrolo[2,3-b]pyridin-5-yl)oxy)-N-((3-nitrophenyl)sulfonyl)-4-(4-(1,2,3,4-tetrahydronaphthalen-1-yl)piperazin-1-yl)benzamide